[Si](C)(C)(C(C)(C)C)OCCC[C@@]1(C2(CC(C1)C2)C(=O)C2=CC1=CC=CC=C1C=C2)C[Si](C2=CC=CC=C2)(C2=CC=CC=C2)C(C)(C)C |r| (rac)-((1S,2R,4R)-2-(3-((tert-butyldimethylsilyl)oxy)propyl)-2-((tert-butyldiphenylsilyl)methyl)bicyclo[2.1.1]hexan-1-yl)(naphthalen-2-yl)methanone